C1=CC(=C(C=C1N)[N+](=O)[O-])CC2=C(C=C(C=C2)N)[N+](=O)[O-] 4,4'-diamino-2,2'-dinitrodiphenylmethane